C(C)C\C(\C)=C/CCC(C)CCO Ethylcitronellol